FC1=CC=C(C=C1)NC(=O)C1(CCN(CC1)C1=C(N=C2C(=N1)N(N=C2I)C2OCCCC2)CO)C N-(4-fluorophenyl)-1-[5-(hydroxymethyl)-3-iodo-1-(oxane-2-yl)-1H-pyrazolo[3,4-b]pyrazin-6-yl]-4-methylpiperidine-4-carboxamide